triurethane triacrylate C(C=C)(=O)O.C(C=C)(=O)O.C(C=C)(=O)O.NC(=O)OCC.NC(=O)OCC.NC(=O)OCC